FC=1C(=CC(=C(C(=O)OC)C1)NC1=C(C=C(C=C1)F)C)C methyl 5-fluoro-2-((4-fluoro-2-methylphenyl)-amino)-4-meth-ylbenzoate